C(C)S(=O)(=O)C1=CC=C(CNC(C2=CC=C(C=C2)N2CC(C(C2)C2=CC=C(C=C2)C(F)(F)F)C)=O)C=C1 N-(4-(ethylsulfonyl)benzyl)-4-(3-methyl-4-(4-(trifluoromethyl)phenyl)pyrrolidin-1-yl)benzamide